biguanide octenoate C(C=CCCCCC)(=O)O.NC(=N)NC(=N)N